1-Propyl-3-ethylpyrrolidinium triflat [O-]S(=O)(=O)C(F)(F)F.C(CC)[NH+]1CC(CC1)CC